BrC=1C(=C(C=CC1)/C(/C(=O)OC)=C\OC)CBr (E)-methyl 2-[3-bromo-2-(bromomethyl) phenyl]-3-methoxy-prop-2-enoate